N1CCC(CC1)N1CCN(C2=CC=CC=C12)C1C(NC(CC1)=O)=O 3-[4-(4-piperidyl)-2,3-dihydroquinoxalin-1-yl]piperidine-2,6-dione